C[C@H]1OCCN(C1)CC1(CC1)C(=O)OCC ethyl (R)-1-((2-methylmorpholino)methyl)cyclopropane-1-carboxylate